N-biphenylyl-4'-(9H-carbazolyl)biphenyl-4-amine C1(=C(C=CC=C1)NC1=CC=C(C=C1)C1=CC=C(C=C1)C1=CC=CC=2C3=CC=CC=C3NC12)C1=CC=CC=C1